1-(3-(tert-Butyl)isoxazol-5-yl)-3-((3-(2,4-dioxotetrahydropyrimidin-1(2H)-yl)-2-methylquinolin-7-yl)methyl)urea C(C)(C)(C)C1=NOC(=C1)NC(=O)NCC1=CC=C2C=C(C(=NC2=C1)C)N1C(NC(CC1)=O)=O